rac-(3R,4S)-4-{[5-(2,4-difluoro-phenyl)-isoxazole-3-carbonyl]-amino}-3-(1-pyrimidin-2-yl-cyclopropylcarbamoyl)-piperidine-1-carboxylic acid tert-butyl ester C(C)(C)(C)OC(=O)N1C[C@H]([C@H](CC1)NC(=O)C1=NOC(=C1)C1=C(C=C(C=C1)F)F)C(NC1(CC1)C1=NC=CC=N1)=O |r|